(2s,3s,4r,5r)-5-(6-((3-chloro-5-methylbenzyl)amino)-2-(5-chloropyridin-3-yl)-9H-purin-9-yl)-3,4-dihydroxy-N-(methyl-d3)-tetrahydrofuran-2-carboxamide ClC=1C=C(CNC2=C3N=CN(C3=NC(=N2)C=2C=NC=C(C2)Cl)[C@H]2[C@@H]([C@@H]([C@H](O2)C(=O)NC([2H])([2H])[2H])O)O)C=C(C1)C